1-tert-butyl 2-methyl 4-oxopyrrolidine-1,2-dicarboxylate O=C1CC(N(C1)C(=O)OC(C)(C)C)C(=O)OC